BrC1=CC2=C(C(C3=C(N(S2(=O)=O)C)C=CC=C3)NCCCCCCC(=O)OCC)C=C1 Ethyl 7-((3-bromo-6-methyl-5,5-dioxido-6,11-dihydrodibenzo[c,f][1,2]thiazepin-11-yl)amino)heptanoate